C(C)(C)[C@@H]1CC=2C=C(C(N(C2C=2N1C=C(C(C2)=O)C(=O)OC)C)=O)OC Methyl (6S)-6-isopropyl-3-methoxy-1-methyl-2,10-dioxo-5H,6H-pyrido[1,2-h]-1,7-naphthyridine-9-carboxylate